(2R,3S)-2-(tert-butoxycarbonylamino)-3-methoxy-butyric acid methyl ester COC([C@@H]([C@H](C)OC)NC(=O)OC(C)(C)C)=O